(S)-2-(1-Cyclopropyl-7-methyl-4-oxo-1,4-dihydro-5H-pyrazolo[3,4-d]pyridazin-5-yl)-N-(1-(4-(trifluoromethyl)phenyl)ethyl)acetamid C1(CC1)N1N=CC2=C1C(=NN(C2=O)CC(=O)N[C@@H](C)C2=CC=C(C=C2)C(F)(F)F)C